CC1C(C(CCC1)C(=O)OC)C(=O)OC dimethyl 3-methylcyclohexane-1,2-dicarboxylate